5-[(2,4-dimethyl-3-pyridyl)oxymethyl]-3-methyl-1-phenyl-pyrazole CC1=NC=CC(=C1OCC1=CC(=NN1C1=CC=CC=C1)C)C